CC(CC(O)O)CC 3-Methylpentandiol